Bis(t-butylcyclopentadienyl)zirconium C(C)(C)(C)C1(C=CC=C1)[Zr]C1(C=CC=C1)C(C)(C)C